[2-(4-chlorophenyl)ethyl]-7,8-dihydroxy-1,3,4,5-tetrahydro-2h-2-benzazepin-2-thioamide ClC1=CC=C(C=C1)CCC1N(CCCC2=C1C=C(C(=C2)O)O)C(N)=S